3-hydroxy-2-methoxybenzaldehyde OC=1C(=C(C=O)C=CC1)OC